ClC1=CC(=C(CNC2=NC=C3CCN(CC3=C2)CC2=NC3=C(N2C[C@H]2OCC2)C=C(C=C3)C(=O)O)C=C1)F (S)-2-((7-((4-chloro-2-fluorobenzyl)amino)-3,4-dihydro-2,6-naphthyridin-2(1H)-yl)methyl)-1-(oxetan-2-ylmethyl)-1H-benzo[d]imidazole-6-carboxylic acid